5-(((trans-3-(3-cyclopropyl-4-(1H-pyrazolo[4,3-b]pyridin-5-yl)-1H-pyrazol-1-yl)cyclobutyl)methyl)amino)-2-(2,6-dioxopiperidin-3-yl)isoindoline-1,3-dione C1(CC1)C1=NN(C=C1C1=CC=C2C(=N1)C=NN2)[C@@H]2C[C@H](C2)CNC=2C=C1C(N(C(C1=CC2)=O)C2C(NC(CC2)=O)=O)=O